(R)-N-(2-(4-cyanothiazolidin-3-yl)-2-oxoethyl)-6-(4-fluoro-4-methyl-piperidine-1-yl)quinoline-4-carboxamide C(#N)[C@H]1N(CSC1)C(CNC(=O)C1=CC=NC2=CC=C(C=C12)N1CCC(CC1)(C)F)=O